The molecule is an organophosphate oxoanion arising from deprotonation of the four diphosphate OH groups of molybdate-bis(molybdopterin guanine dinucleotide); major species at pH 7.3. It is an organophosphate oxoanion and a Mo-molybdopterin cofactor. It is a conjugate base of a Mo(=O)-bis(molybdopterin guanine dinucleotide). C1=NC2=C(N1[C@H]3[C@@H]([C@@H]([C@H](O3)COP(=O)([O-])OP(=O)([O-])OCC4C(=C(C5C(O4)NC6=C(N5)C(=O)NC(=N6)N)[S-])[S-])O)O)N=C(NC2=O)N.C1=NC2=C(N1[C@H]3[C@@H]([C@@H]([C@H](O3)COP(=O)([O-])OP(=O)([O-])OCC4C(=C(C5C(O4)NC6=C(N5)C(=O)NC(=N6)N)[S-])[S-])O)O)N=C(NC2=O)N.O=[Mo+4]